ClC1=CC(=C2C=NN(C(C2=C1)=O)COCC[Si](C)(C)C)CCO/C=C/C(=O)OCC ethyl (E)-3-(2-(7-chloro-1-oxo-2-((2-(trimethylsilyl)ethoxy)methyl)-1,2-dihydrophthalazin-5-yl)ethoxy)acrylate